C(C=C)OCCC(O)O 3-allyloxypropanediol